CN1C(CC2=C(C(=C(C=C12)F)Cl)Br)C1=CC=CC=C1 methyl-4-bromo-5-chloro-6-fluoro-2-phenylindoline